FC1=CC(=C(C=C1)O)[C@@H]1N(CCC1)C=1C=CC=2N(N1)C(=CN2)N2N=NC(=C2)CCO (R)-4-fluoro-2-(1-(3-(4-(2-hydroxyethyl)-1H-1,2,3-triazol-1-yl)imidazo[1,2-b]pyridazin-6-yl)pyrrolidin-2-yl)phenol